N1(CCC2=CC=CC=C12)C(=O)N1[C@@H]2[C@H](CC1)CN(C2)C#N (3aR,6aR)-1-(indoline-1-carbonyl)hexahydropyrrolo[3,4-b]pyrrole-5(1H)-carbonitrile